5-(4-fluorobenzyl)-1,3,4-oxadiazole-2-thiol FC1=CC=C(CC2=NN=C(O2)S)C=C1